C(#N)[C@H]1N([C@H]2C[C@H]2C1)C(CNC(=O)C1=CC=NC2=CC(=CC=C12)C(C)(C)OC)=O N-(2-((1S,3S,5S)-3-cyano-2-azabicyclo[3.1.0]hex-2-yl)-2-oxoethyl)-7-(2-methoxypropan-2-yl)quinoline-4-carboxamide